COCOC1=C2C(CCOC2=CC(=C1)CC=O)C 5-[(methoxymethyl)oxy]-4-methyl-3,4-dihydro-2H-chromen-7-yl-acetaldehyde